BrC1=CC=CC=2SC(=CC21)C[C@H](C(=O)O)[C@@H]2CN(CC2)C(=O)OC(C)(C)C (S)-3-(4-bromobenzo[b]thiophen-2-yl)-2-((R)-1-(tert-butoxycarbonyl)pyrrolidin-3-yl)propanoic acid